3-O-benzyl-sn-glycerol C(C1=CC=CC=C1)OC[C@@H](CO)O